BrC1=C2C=NN(C2=CC(=C1CCOCCC(O[Si](C)(C)C(C)(C)C)[C@H]1CN(CCC1)C(=O)OC(C)(C)C)Cl)C1OCCCC1 tert-Butyl (3R)-3-(3-(2-(4-bromo-6-chloro-1-(tetrahydro-2H-pyran-2-yl)-1H-indazol-5-yl)ethoxy)-1-((tert-butyldimethylsilyl)oxy)propyl)piperidine-1-carboxylate